(1r,4r)-N-(4-methoxy-3-methylphenyl)-1-methyl-4-(5-methyl-2-oxo-1,2-dihydroquinazolin-3(4H)-yl)cyclohexanecarboxamide COC1=C(C=C(C=C1)NC(=O)C1(CCC(CC1)N1C(NC2=CC=CC(=C2C1)C)=O)C)C